N1N=CC2=CC=C(C=C12)CN(C1=CC=C(C=C1)CN1CCCCC1)CC1=CC(=CC=C1)OC N-((1H-indazol-6-yl)methyl)-N-(3-methoxybenzyl)-4-(piperidin-1-ylmethyl)aniline